L-cystine-d4 C([C@@](C(=O)O)(N[2H])[2H])(SSC[C@@H](C(=O)O)N)([2H])[2H]